3-cyclopropyl-1-(5-ethynyl-2-{[4-(4-methylpiperazin-1-yl)phenyl]amino}pyrido[2,3-d]pyrimidin-7-yl)urea C1(CC1)NC(NC=1C=C(C2=C(N=C(N=C2)NC2=CC=C(C=C2)N2CCN(CC2)C)N1)C#C)=O